NC=1C=NN(C1)CCN1CCN(CC1)C(=O)OC(C)(C)C tert-Butyl 4-(2-(4-amino-1H-pyrazol-1-yl)ethyl)piperazine-1-carboxylate